[2-(2-methylpropoxy)cyclohex-1-yl]methylamine CC(COC1C(CCCC1)CN)C